CC=1C(=NC=CC1C(=O)N)C(=O)N methylpyridine-2,4-dicarboxamide